(2R,4R)-1-tert-butoxycarbonyl-4-[3-[1-(2,6-dioxo-3-piperidyl)-3-methyl-2-oxo-benzimidazol-5-yl]propoxy]pyrrolidine-2-carboxylic acid C(C)(C)(C)OC(=O)N1[C@H](C[C@H](C1)OCCCC1=CC2=C(N(C(N2C)=O)C2C(NC(CC2)=O)=O)C=C1)C(=O)O